methyl 3-(4-methanesulfonylphenyl)-2-methyl-3-oxopropanoate CS(=O)(=O)C1=CC=C(C=C1)C(C(C(=O)OC)C)=O